FC(C(=O)O)(F)F.ClC1=CC=C(C[C@H]2CO[C@H](CN2C2CCC(CC2)C=2N=NN(C2)C)C(=O)O)C=C1 (2R,5S)-5-(4-chlorobenzyl)-4-(4-(1-methyl-1H-1,2,3-triazol-4-yl)cyclohexyl)morpholine-2-carboxylic acid 2,2,2-trifluoroacetate